BrC1=CC=C2C(=C(C(N(C2=C1)C)=O)C(=O)N)N1CCC(CCC1)C1=CC=CC=C1 7-Bromo-1-methyl-2-oxo-4-[4-phenylazepan-1-yl]-1,2-dihydroquinoline-3-carboxamide